CC(=O)NC(C(=O)O)C(C)(C)S N-acetyl-DL-penicillamine